1-[4-(3,5-difluorophenyl)-3-isopropyl-6-oxo-pyridazin-1-yl]-N-pyrimidin-2-yl-cyclopropanecarboxamide FC=1C=C(C=C(C1)F)C=1C(=NN(C(C1)=O)C1(CC1)C(=O)NC1=NC=CC=N1)C(C)C